ClC1=CC=C(C=C1)[C@@]1(N(C(C2=CC(=CC(=C12)F)C(C)(C1CCN(CC1)S(=O)(=O)C)O)=O)CC1=NC=C(C=C1)Cl)OC (3R)-3-(4-chlorophenyl)-2-[(5-chloropyridin-2-yl)methyl]-4-fluoro-6-[1-hydroxy-1-(1-methanesulfonylpiperidin-4-yl)ethyl]-3-methoxy-2,3-dihydro-1H-isoindol-1-one